[N+](=[N-])=CC(CC[C@@H](C(=O)OC(C)C)NC([C@H](CC1=CNC2=CC=CC(=C12)OC)O)=O)=O isopropyl (S)-6-diazo-2-((S)-2-hydroxy-3-(4-methoxy-1H-indol-3-yl)propanamido)-5-oxohexanoate